C1(CC1)C1=C(C=CC(=C1)C#N)C1=C(C=CC(=C1)F)O 2-cyclopropyl-5'-fluoro-2'-hydroxybiphenyl-4-carbonitrile